F[B-](F)(F)F.S(=O)(=O)(O)N=C=O sulfoisocyanate fluoroborate